BrC1=C(C=C(C=C1F)Cl)C1=CC=C(C=C1)N1CCOCC1 4-(2'-bromo-5'-chloro-3'-fluoro-[1,1'-biphenyl]-4-yl)morpholine